(3S,4R,5R,6S)-1-{6-[(2,4-difluorobenzyl)oxy]-5-fluorohexyl}-3,4,5,6-azepanetetrol FC1=C(COCC(CCCCN2C[C@@H]([C@H]([C@@H]([C@H](C2)O)O)O)O)F)C=CC(=C1)F